L-asparaginyl-L-prolyl-N-{3-[{(1R)-1-[1-benzyl-4-(2,5-difluorophenyl)-1H-pyrrol-2-yl]-2,2-dimethylpropyl}(hydroxyacetyl)amino]propyl}-L-alaninamide N[C@@H](CC(N)=O)C(=O)N1[C@@H](CCC1)C(=O)N[C@@H](C)C(=O)NCCCN(C(CO)=O)[C@H](C(C)(C)C)C=1N(C=C(C1)C1=C(C=CC(=C1)F)F)CC1=CC=CC=C1